(S)-1-chloro-3-(4-(2-(4-((S)-2-hydroxy-3-(5-(hydroxymethyl)-4-iodo-1H-1,2,3-triazol-1-yl)propoxy)phenyl)propan-2-yl)phenoxy)propan-2-ol ClC[C@H](COC1=CC=C(C=C1)C(C)(C)C1=CC=C(C=C1)OC[C@H](CN1N=NC(=C1CO)I)O)O